CC1=C(C=NN1C1CCOCC1)C(=O)N 5-methyl-1-tetrahydropyran-4-yl-pyrazole-4-carboxamide